C(C1=CC=CC=C1)(=O)NC1=NC(N([C@H]2[C@@H]([C@H](O)[C@@H](CO)O2)F)C=C1)=O N4-benzoyl-2'-deoxy-2'-fluoro-cytidine